1-[6-(2-methylbenzoyl)-9-ethyl-9H-carbazol-3-yl]ethanone-1-(O-acetyloxime) C(C)(=O)ON=C(C)C=1C=CC=2N(C3=CC=C(C=C3C2C1)C(C1=C(C=CC=C1)C)=O)CC